C(C=C)OC=1C=C(C=C(C(=O)O)C1)C(=O)O 5-(allyloxy)isophthalic acid